2-(benzhydryl(methyl)amino)-5-hydroxy-1-methyl-6-oxo-N-(3-(trifluoromethyl)phenyl)-1,6-dihydropyrimidine-4-carboxamide C(C1=CC=CC=C1)(C1=CC=CC=C1)N(C=1N(C(C(=C(N1)C(=O)NC1=CC(=CC=C1)C(F)(F)F)O)=O)C)C